2-ethoxycarbonyl-thioketone CCOC(=O)C(=S)C(=O)OCC